COC(=O)C1=CC(=CC=2NC(=NC21)CN2CC1N(CC2)C(CC1)=O)C1=C(C=C(C=C1)C)Cl 6-(2-chloro-4-methylphenyl)-2-((6-oxohexahydropyrrolo[1,2-a]pyrazin-2(1H)-yl)methyl)-1H-benzo[d]imidazole-4-carboxylic acid methyl ester